4-[(4-benzyl-5-morpholino-1,2,4-triazol-3-yl)mercapto]-3,5-difluoro-benzohydroxamic acid C(C1=CC=CC=C1)N1C(=NN=C1N1CCOCC1)SC1=C(C=C(C(=O)NO)C=C1F)F